CC1(CC2(CO2)CCC1)C 5,5-dimethyl-1-oxaspiro[2.5]octane